1-(4-(6-chloro-7-(2-chloro-5-hydroxy-phenyl)quinazolin-4-yl)piperazin-1-yl)prop-2-en-1-one ClC=1C=C2C(=NC=NC2=CC1C1=C(C=CC(=C1)O)Cl)N1CCN(CC1)C(C=C)=O